FC(OC1=C(C(=NN1C)C(F)(F)F)CSC(N)=N)F 2-(5-difluoromethoxy-1-methyl-3-trifluoromethyl-1H-pyrazole-4-ylmethyl)-isothiourea